ClC=1C(=NC=C(C1)C(F)(F)F)C=1C=C2CCN(C(C2=CC1)=O)C=1C=CC(=C(C1)NS(=O)(=O)C)OCOCCOC N-(5-(6-(3-chloro-5-(trifluoromethyl)pyridin-2-yl)-1-oxo-3,4-dihydroisoquinolin-2(1H)-yl)-2-((2-methoxyethoxy)methoxy)phenyl)methanesulfonamide